BrC=1C=C(OC1)C(CCC(=O)OC)=O methyl 4-(4-bromofuran-2-yl)-4-oxobutyrate